NC=1C(=NC(=C(N1)F)C1=CC(=C(C=C1)C1CCOCC1)CN(C)C)C=1C=C2C(=CNC(C2=CC1F)=O)F 6-(3-amino-6-(3-((dimethylamino)methyl)-4-(tetrahydro-2H-pyran-4-yl)phenyl)-5-fluoropyrazin-2-yl)-4,7-difluoroisoquinolin-1(2H)-one